[Ir](Cl)(Cl)(Cl)Cl Iridium(IV) chloride